ClC1=NC(=CC(=C1)C=1C(=NN2C1N=C(C=C2)C(=O)NCCN2CCN(CC2)C2=CC=CC=C2)C2=CC(=CC=C2)C#N)C 3-(2-chloro-6-methyl-4-pyridinyl)-2-(3-cyanophenyl)-N-[2-(4-phenylpiperazin-1-yl)ethyl]pyrazolo[1,5-a]pyrimidine-5-carboxamide